Ethylsulfanyl-N-[(3-fluorophenyl)-methyl]-4-methyl-7-(trifluoromethyl)-[1,6]naphthyridine-3-carboxylic acid amide C(C)SC1=NC2=CC(=NC=C2C(=C1C(=O)NCC1=CC(=CC=C1)F)C)C(F)(F)F